C1(=CC=CC=C1)COC=1C(C=CN2N[C@H]3N(C(C21)=O)CCOC3)=O (12aR)-3,4,12,12a-tetrahydro-7-(phenylmethoxy)-1H-[1,4]oxazino[3,4-c]pyrido[2,1-f][1,2,4]triazine-6,8-dione